N-(2-(4-methyl-4H-1,2,4-triazol-3-yl)-3-(4-methyl-6-propionylpyridin-3-yl)-1,6-naphthyridin-7-yl)cyclopropane-1-carboxamide CN1C(=NN=C1)C1=NC2=CC(=NC=C2C=C1C=1C=NC(=CC1C)C(CC)=O)NC(=O)C1CC1